C(C=C)N1C[C@@H](NC2=CC=CC=C12)C1=CC=CC=C1 (S)-1-allyl-3-phenyl-1,2,3,4-tetrahydroquinoxaline